tert-butyl 4-(5-nitro-6-(((trifluoromethyl)sulfonyl)oxy)-2H-indazol-2-yl)piperidine-1-carboxylate [N+](=O)([O-])C1=CC2=CN(N=C2C=C1OS(=O)(=O)C(F)(F)F)C1CCN(CC1)C(=O)OC(C)(C)C